ClC1=NN2C(N=CC(=C2[C@H](C)OC)NC(=O)NC=2C(=NC=C(C2)C(F)(F)F)OCC=C=O)=C1 (S)-1-(2-chloro-7-(1-methoxyethyl)pyrazolo[1,5-a]pyrimidin-6-yl)-3-(2-(2-Carbonylethoxy)-5-(trifluoromethyl)pyridin-3-yl)urea